Benzyl 3,4-dihydroxypyrrolidine-1-carboxylate OC1CN(CC1O)C(=O)OCC1=CC=CC=C1